CC=1NC2=C(C=C(C=C2C1C)C#N)CC 2,3-dimethyl-5-cyano-7-ethylindole